N(=O)C1=C(C=C(C=C1)N(CC)CCCS(=O)(=O)O)O 2-nitroso-5-(N-ethyl-sulfopropylamino)phenol